3-(4-(2-(4-(5-((4-(((R)-1-(3-Bromophenyl)ethyl)amino)-6-methoxy-2-methyl-quinazolin-7-yl)oxy)pentyl)piperazin-1-yl)-2-oxoethoxy)-6-fluoro-1-oxoisoindolin-2-yl)-piperidine-2,6-dione BrC=1C=C(C=CC1)[C@@H](C)NC1=NC(=NC2=CC(=C(C=C12)OC)OCCCCCN1CCN(CC1)C(COC1=C2CN(C(C2=CC(=C1)F)=O)C1C(NC(CC1)=O)=O)=O)C